FC1=C(C(=CC(=C1)CNC1=NC=CC=C1C)O)N1CC(NS1(=O)=O)=O 5-[2-fluoro-6-hydroxy-4-[[(3-methyl-2-pyridinyl)amino]methyl]phenyl]-1,1-dioxo-1,2,5-thiadiazolidin-3-one